(1S,2R,3R,4S,6R)-4,6-diamino-3-(((2R,3S,6S)-3-amino-6-((R)-1-aminopropyl)tetrahydro-2H-pyran-2-yl)oxy)cyclohexane-1,2-diol N[C@@H]1[C@H]([C@@H]([C@H]([C@@H](C1)N)O)O)O[C@H]1O[C@@H](CC[C@@H]1N)[C@@H](CC)N